(3-ethyl-3-oxetanyl)methoxymethyl-benzene C(C)C1(COC1)COCC1=CC=CC=C1